COC(=O)C1=C(O[Al])C=CC=C1 2-(methoxycarbonyl)-phenoxylaluminum